tert-butyl(2-fluoroallyloxy)diphenylsilane C(C)(C)(C)[Si](C1=CC=CC=C1)(C1=CC=CC=C1)OCC(=C)F